Cl[SiH2]C[SiH2]Cl bis(chlorosilyl)methane